C(#N)C1=CNC2=C(C=CC(=C12)F)NS(=O)(=O)C=1C=NN(C1)[C@H]([C@@H](C)O)C N-(3-cyano-4-fluoro-1H-indol-7-yl)-1-[(1S,2R)-2-hydroxy-1-methylpropyl]pyrazole-4-sulfonamide